1-methoxybutyl-3-methyl-imidazolium trifluoro-methanesulfonate FC(S(=O)(=O)[O-])(F)F.COC(CCC)C=1NC=C[N+]1C